N-(4-(4-amino-5-(4-(N-cyclopentyl-sulfamoyl)phenyl)-7-methyl-7H-pyrrolo[2,3-d]pyrimidin-6-yl)phenyl)methacrylamide NC=1C2=C(N=CN1)N(C(=C2C2=CC=C(C=C2)S(NC2CCCC2)(=O)=O)C2=CC=C(C=C2)NC(C(=C)C)=O)C